(4-amino-1-methylimidazo[1,5-a]pyrido[3,4-e]pyrazin-8-yl)((4aS,9bS)-7-(trifluoromethyl)-2,3,4a,9b-tetrahydro-1H-spiro[benzofuro[3,2-b]pyridine-4,1'-cyclopropan]-1-yl)methanone NC=1C=2N(C3=C(N1)C=NC(=C3)C(=O)N3[C@@H]1[C@@H](OC4=C1C=CC(=C4)C(F)(F)F)C4(CC4)CC3)C(=NC2)C